4-(azetidin-3-ylsulfonyl)-N-(4-(4,4-difluoropiperidin-1-yl)pyrimidin-2-yl)-2-(6-azaspiro[2.5]octan-6-yl)benzamide N1CC(C1)S(=O)(=O)C1=CC(=C(C(=O)NC2=NC=CC(=N2)N2CCC(CC2)(F)F)C=C1)N1CCC2(CC2)CC1